BrC1=CC(=C(C=C2CN(C2)CCCF)C(=C1)F)F 3-(4-bromo-2,6-difluorobenzylidene)-1-(3-fluoropropyl)azetidine